The molecule is a tetrahydropterin that is monapterin tetrahydrogenated at positions 5, 6, 7 and 8. It has a role as a cofactor. It is a tetrahydropterin and a member of neopterins. C1C(NC2=C(N1)N=C(NC2=O)N)[C@@H]([C@H](CO)O)O